FC=1C=2N(C=C(C1)C1=NC=C(C(=N1)C)C(=O)NC1CC(N(C(C1)C)C(=O)OC(C)(C)C)C)C=C(N2)C tert-butyl 4-[[2-(8-fluoro-2-methyl-imidazo[1,2-a]pyridin-6-yl)-4-methyl-pyrimidine-5-carbonyl]amino]-2,6-dimethyl-piperidine-1-carboxylate